3-(N-methylamino)propanesulfonic acid CNCCCS(=O)(=O)O